lithium hexafluorophosphate F[P-](F)(F)(F)(F)F.[Li+]